3-((3-Amino-4,5-difluorophenyl)amino)piperidine-2,6-dione dihydrochloride Cl.Cl.NC=1C=C(C=C(C1F)F)NC1C(NC(CC1)=O)=O